1-methyl-5-((7-morpholino-5-(2-(1-(m-tolyl)ethylidene)hydrazinyl)-3H-imidazo[4,5-b]pyridin-3-yl)methyl)pyrrolidin-2-one CN1C(CCC1CN1C=NC=2C1=NC(=CC2N2CCOCC2)NN=C(C)C=2C=C(C=CC2)C)=O